2-(1-acetylpiperidin-4-yl)oxazole-5-carboxylic acid C(C)(=O)N1CCC(CC1)C=1OC(=CN1)C(=O)O